FC1=C(C=CC(=C1)B1OC(C(O1)(C)C)(C)C)CCOC(C)=O.NC=1C(=C(C(=C(C1)C)N)N)N tetrA-Aminophenyl-methane 2-[2-fluoro-4-(4,4,5,5-tetramethyl-1,3,2-dioxaborolan-2-yl)phenyl]Ethyl-acetate